C(C)(C)(C)OC(NCC1=CC(=CC=C1)NC1CCCC1)=O 3-(cyclopentylamino)benzyl-carbamic acid tert-butyl ester